N,N-dimethylcarbamic acid (5-bromo-4-methyl-3-pyridinyl) ester BrC=1C(=C(C=NC1)OC(N(C)C)=O)C